O=C(CNC(C1=CC=CC=C1)=O)N[C@@H]1C[C@H](C=2C1=CC(=C1C=C(N=CC21)C2CC2)S(NCC(C)C)(=O)=O)NC2=NC1=C(N2)C=CC=C1 |r| N-[2-Oxo-2-[[trans-(7RS,9RS)-9-(1H-benzimidazol-2-ylamino)-3-cyclopropyl-5-(2-methylpropylsulfamoyl)-8,9-dihydro-7H-cyclopenta[h]isochinolin-7-yl]amino]ethyl]benzamid